ClC1=CC=C(C=C1)[C@H](C)NC(CN1N=NC2=C(C1=O)C=CC=C2)=O (S)-N-(1-(4-chlorophenyl)ethyl)-2-(4-oxo-benzo[d][1,2,3]triazin-3(4H)-yl)acetamide